NC1=CC(=C(OC=2C=C(C=CC2)S(=O)(C)=NCC2CCC2)C=C1C)C (3-(4-amino-2,5-dimethylphenoxy)phenyl)((cyclobutylmethyl)imino)(methyl)-λ6-sulfanone